2-methyl-2-[32-methyl-20-oxo-14-oxa-8,9,10,21-tetrazahexacyclo[19.5.3.216,19.13,7.06,10.024,28]dotriaconta-1(27),3(32),4,6,8,16,18,24(28),25,30-decaen-2-yl]propanoic acid CC(C(=O)O)(C)C1C=2C=CC=3CCN(C(C4=CC=C(COCCCN5N=NC6=C5C=CC1=C6C)C=C4)=O)CC3C2